tripropylammonium tetrakis(2,4-dimethylphenyl)borate tert-butyl-6-((1-(tert-butoxycarbonyl)-3-(3-chloro-2-methylphenyl)azetidin-3-yl)amino)-3,3-dimethyl-2-oxoindole-1-carboxylate C(C)(C)(C)OC(=O)N1C(C(C2=CC=C(C=C12)NC1(CN(C1)C(=O)OC(C)(C)C)C1=C(C(=CC=C1)Cl)C)(C)C)=O.CC1=C(C=CC(=C1)C)[B-](C1=C(C=C(C=C1)C)C)(C1=C(C=C(C=C1)C)C)C1=C(C=C(C=C1)C)C.C(CC)[NH+](CCC)CCC